N,N-dimethyltetracosene-15,18-dien-7-amine CN(C(CCCCC=C)CCCCCCCC=CCC=CCCCCC)C